1-(2-chlorotetrafluoroethyltetrafluoro-λ6-sulfanyl)-2,3,4,5,6-Pentafluorobenzene ClC(C(F)(F)S(C1=C(C(=C(C(=C1F)F)F)F)F)(F)(F)(F)F)(F)F